N-hydroxy-3-[(4,5,6-trimethylpyrimidin-2-yl)sulfanyl]pyridine-4-carboximidamide ONC(=N)C1=C(C=NC=C1)SC1=NC(=C(C(=N1)C)C)C